5-(4-cyclopropyl-6-(difluoromethoxy)pyrimidin-5-yl)-3-(4-(1-isopropyl-4-(trifluoromethyl)-1H-imidazol-2-yl)benzyl)-2-((2-(trimethylsilyl)ethoxy)methyl)-2H-pyrazolo[4,3-d]pyrimidine C1(CC1)C1=NC=NC(=C1C=1N=CC=2C(N1)=C(N(N2)COCC[Si](C)(C)C)CC2=CC=C(C=C2)C=2N(C=C(N2)C(F)(F)F)C(C)C)OC(F)F